OC1=CC=C(C=C1)C(=C(CC)C1=CC=C(C=C1)O)C1=CC=C(C=C1)N1CCC(CC1)CN1C[C@@H](CCC1)NC=1C=C2C(N(C(C2=CC1)=O)C1C(NC(CC1)=O)=O)=O 5-(((R)-1-((1-(4-(1,2-bis(4-hydroxyphenyl)but-1-en-1-yl)phenyl)piperidin-4-yl)methyl)piperidin-3-yl)amino)-2-(2,6-dioxopiperidin-3-yl)isoindoline-1,3-dione